CN(C1CN(CCC1)C1=NC=C2C(=N1)N(N=C2C=2C(=C(C(=C(C2)C(F)(F)F)F)O)F)C)C 3-(6-(3-(Dimethylamino)piperidin-1-yl)-1-methyl-1H-pyrazolo[3,4-d]pyrimidin-3-yl)-2,6-difluoro-5-(trifluoromethyl)phenol